FC1(C[C@H](NC1=O)COC1=NC=CC2=CC(=C(C=C12)OC(C)C)C(=O)N)F 1-{[(2S)-4,4-difluoro-5-oxopyrrolidin-2-yl]methoxy}-7-(propan-2-yloxy)isoquinoline-6-carboxamide